C(C)(C)(C)OC(CN1C(C2=CC(=CC=C2C1)Br)=O)=O 2-(6-bromo-1-oxo-2,3-dihydro-1H-isoindol-2-yl)acetic acid tert-butyl ester